1-CHLORONAPHTHALENE-4-BORONIC ACID ClC1=CC=C(C2=CC=CC=C12)B(O)O